ClC1=C(C(=O)NC2=NC=C(C=C2F)C#CC2=CC(=CC=C2)F)C=C(C=C1)NC(=O)[C@@H]1[C@H](C1)C 2-chloro-N-[3-fluoro-5-[2-(3-fluorophenyl)ethynyl]-2-pyridyl]-5-[[(1S,2S)-2-methylcyclopropane-carbonyl]amino]benzamide